NC1=NC=2C=C(C(=CC2C2=C1C=NN2C)C(=O)N(C2CCC1=CC(=CC=C21)C(F)(F)F)CC2=NC=CC=N2)F 4-amino-7-fluoro-1-methyl-N-(pyrimidin-2-ylmethyl)-N-(5-(trifluoromethyl)-2,3-dihydro-1H-inden-1-yl)-1H-pyrazolo[4,3-c]quinolin-8-carboxamide